N-(4-((3,5-dimethoxybenzyl)oxy)phenyl)-4-(pyridin-4-ylmethyl)piperazine-1-carboxamide COC=1C=C(COC2=CC=C(C=C2)NC(=O)N2CCN(CC2)CC2=CC=NC=C2)C=C(C1)OC